(9Z,25S,26R,43Z)-25,26-epoxy-9,43-henpentacontadiene CCCCCCCC\C=C/CCCCCCCCCCCCCC[C@H]1[C@@H](CCCCCCCCCCCCCCCC\C=C/CCCCCCC)O1